FC1(CCC(CC1)C=1C=2N(C=C(C1)NC(C1=C(C=C(C=C1)I)N1CCC3(CC3)CC1)=O)C=CN2)F N-(8-(4,4-difluorocyclohexyl)imidazo[1,2-a]pyridin-6-yl)-4-iodo-2-(6-azaspiro[2.5]oct-6-yl)benzamide